(S)-1-((5-((4-(3-((2-(1-hydroxyethyl)-1H-imidazol-1-yl)methyl)isoxazol-5-yl)phenyl)ethynyl)pyridin-2-yl)methyl)azetidine-3-carboxylic acid O[C@@H](C)C=1N(C=CN1)CC1=NOC(=C1)C1=CC=C(C=C1)C#CC=1C=CC(=NC1)CN1CC(C1)C(=O)O